tetraethyl dimalonate C(CC(=O)OCC)(=O)OCC.C(CC(=O)OCC)(=O)OCC